2-cyclopentyl-6-methylquinazolin-4(3H)-one C1(CCCC1)C1=NC2=CC=C(C=C2C(N1)=O)C